1-((Trifluoromethyl)selanyl)naphthalen FC(F)(F)[Se]C1=CC=CC2=CC=CC=C12